CC1(N(C[C@@H]1CS(=O)(=O)C)C=1C=CC(=C2C=C(N=CC12)NC1=NC(=NC=C1)N1CCC(CC1)(C)O)C1CN(C1)C(C=C)=O)C (S)-1-(3-(8-(2,2-dimethyl-3-((methylsulfonyl)methyl)azetidin-1-yl)-3-((2-(4-hydroxy-4-methylpiperidin-1-yl)pyrimidin-4-yl)amino)isoquinolin-5-yl)azetidin-1-yl)prop-2-en-1-one